(5-bromo-2-methyl-2,3-dihydrobenzofuran-2-yl)methanol BrC=1C=CC2=C(CC(O2)(C)CO)C1